2-(4-fluoro-2-methylphenoxy)-5-(trifluoromethyl)nicotinic acid FC1=CC(=C(OC2=C(C(=O)O)C=C(C=N2)C(F)(F)F)C=C1)C